4-[1-(4-amino-2-fluoro-phenyl)-4-piperidinyl]-4-fluoro-piperidine-1-carboxylic acid tert-butyl ester C(C)(C)(C)OC(=O)N1CCC(CC1)(F)C1CCN(CC1)C1=C(C=C(C=C1)N)F